COC1=CC=C2CCN(C(C2=C1)C)CC(=O)N1CC2CCC(C1)N2C2=NC=C(C#N)C=C2 Racemic-6-(3-(2-(7-methoxy-1-methyl-3,4-dihydroisoquinolin-2(1H)-yl)acetyl)-3,8-diazabicyclo[3.2.1]octan-8-yl)nicotinonitrile